N-(5-bromo-2-methylphenyl)-1-(2-(dimethylamino)-2-oxoethyl)-N-methyl-1H-1,2,3-triazole-4-carboxamide BrC=1C=CC(=C(C1)N(C(=O)C=1N=NN(C1)CC(=O)N(C)C)C)C